FC1=C(CN2C(=NC3=NC=C(C=C32)N3C=CC=2N=CN=C(C23)OC)CO)C=CC=C1F (1-(2,3-difluorobenzyl)-6-(4-methoxy-5H-pyrrolo[3,2-d]pyrimidin-5-yl)-1H-imidazo[4,5-b]pyridin-2-yl)methanol